C(#N)\C(=C/C1=C(C=CC(=C1)C#N)OC)\C1=CN(C2=CC(=CC=C12)OC)C(CCCCCCP(O)(O)=O)=O (Z)-7-(3-(1-cyano-2-(5-cyano-2-methoxyphenyl)vinyl)-6-methoxy-1H-indol-1-yl)-7-oxoheptylphosphonic acid